N,N-diethyl-Ethylamine C(C)N(CC)CC